tributoxytitanium ethylacetoacetate C(C)OC(CC(=O)C)=O.C(CCC)O[Ti](OCCCC)OCCCC